methyl 1-methyl-4,5,6,7-tetrahydroimidazo[4,5-c]pyridine-2-carboxylate CN1C(=NC=2CNCCC21)C(=O)OC